N-((1,2,3,5,6,7-hexahydro-s-indacen-4-yl)carbamoyl)-3-(methoxymethyl)-N'-trityl-2,3-dihydropyrazolo[5,1-b]oxazole-7-sulfonimidamide C1CCC2=C(C=3CCCC3C=C12)NC(=O)NS(=O)(=NC(C1=CC=CC=C1)(C1=CC=CC=C1)C1=CC=CC=C1)C=1C=NN2C1OCC2COC